[4-(5-fluoro-1-methylindazol-6-yl)-1,3-benzodiazol-1-yl]acetic acid Ethyl-2-[4-(5-fluoro-1-methylindazol-6-yl)-1,3-benzodiazol-1-yl]acetate C(C)OC(CN1C=NC2=C1C=CC=C2C2=C(C=C1C=NN(C1=C2)C)F)=O.FC=2C=C1C=NN(C1=CC2C2=CC=CC=1N(C=NC12)CC(=O)O)C